ClC=1C=C(C(=C(C1)C1=NC=NN2C1=CC(=C2)CN2C(N(C=C(C2=O)C)C)=O)CC2CNC[C@@H](O2)C)C 3-((4-(5-chloro-3-methyl-2-(((6S)-6-methylmorpholin-2-yl)methyl)phenyl)pyrrolo[2,1-f][1,2,4]triazin-6-yl)methyl)-1,5-dimethylpyrimidine-2,4(1H,3H)-dione